7-oxo-2H,4H,7H-[1,2,3]triazolo[4,5-b]pyridin O=C1C=2C(NC=C1)=NNN2